6-bromo-3-[2-(difluoromethyl)pyridin-4-yl]-2-(4-fluorophenyl)-3H-imidazole BrC1=CC(=CC=C1C1=NC=CN1C1=CC(=NC=C1)C(F)F)F